FC=1C=CC(=NC1)N1C(NC=C(C1=O)C(=O)OCC)=O ethyl 3-(5-fluoro-2-pyridyl)-2,4-dioxo-1H-pyrimidine-5-carboxylate